COC1=C(C2=CC=CC=C2C=C1)C1C(C(C(O1)=O)=C)C1=CC=C(C=C1)C 5-(2-methoxynaphthalen-1-yl)-3-methylene-4-(p-tolyl)dihydrofuran-2(3H)-one